N-(4-trifluoromethylphenyl)acetamide FC(C1=CC=C(C=C1)NC(C)=O)(F)F